C1(CC1)C1=CC2=C(N=CN=C2N[C@@H]2[C@H](COC3=CC(=CC=C23)F)OCCOC)N1 6-CYCLOPROPYL-N-[(3R,4S)-7-FLUORO-3-(2-METHOXYETHOXY)CHROMAN-4-YL]-7H-PYRROLO[2,3-D]PYRIMIDIN-4-AMINE